2,4,5-trichlorophenoxyacetic acid magnesium [Mg].ClC1=C(OCC(=O)O)C=C(C(=C1)Cl)Cl